ClC1=C(C=C(C(=C1)F)OC)C1=CC=2N(C(N(C(C2S1)=O)C1=CN=CC2=CC=CC=C12)=O)CC1(CC1)C#N 1-[[6-(2-chloro-4-fluoro-5-methoxy-phenyl)-3-(4-isoquinolyl)-2,4-dioxo-thieno[3,2-d]pyrimidin-1-yl]methyl]cyclopropanecarbonitrile